cis-2-(fluoromethyl)cyclopropane-1-carboxylic acid FC[C@@H]1[C@@H](C1)C(=O)O